C(CCCC#C)N1C(N(C(N(C1=O)CCCCC#C)=O)CCCCC#C)=O 1,3,5-tris(hex-5-yn-1-yl)-1,3,5-triazinane-2,4,6-trione